Br[Si](C=C)(Cl)Br dibromo-chloro(vinyl)silane